COC=1C(=C2C=CNC2=C(C1)C)CN1[C@@H](CC2(CC(C2)C#N)CC1)C1=CC=C(C=C1)C(=O)N1CC2(C1)CN(C2)CC(F)(F)F (2R,4r,6S)-7-((5-methoxy-7-methyl-1H-indol-4-yl)methyl)-6-(4-(6-(2,2,2-trifluoroethyl)-2,6-diazaspiro[3.3]heptane-2-carbonyl)phenyl)-7-azaspiro[3.5]nonane-2-carbonitrile